2-(3-(((1S,3S,4R,5R)-4-fluoro-1-methyl-8-azabicyclo[3.2.1]octan-3-yl)(methyl)amino)-1,2,4-triazin-6-yl)-5-(1H-imidazol-1-yl)phenol F[C@H]1[C@H](C[C@@]2(CC[C@H]1N2)C)N(C=2N=NC(=CN2)C2=C(C=C(C=C2)N2C=NC=C2)O)C